S(=O)(=O)(O)O.N1=C(N)N=C(N)N=C1N melamine sulfate salt